1-(3-(5-((3-fluorophenyl)ethynyl)pyridin-2-yl)-1,2,4-oxadiazol-5-yl)-N-methylmethanamine FC=1C=C(C=CC1)C#CC=1C=CC(=NC1)C1=NOC(=N1)CNC